OC=1C(=NC=CC1OC)C(=O)N[C@H](C(=O)O[C@H]([C@@H](C(C)C)C1=C(C=C(C=C1)F)F)C)C [(1S,2S)-2-(2,4-di-fluorophenyl)-1,3-dimethyl-butyl] (2S)-2-[(3-hydroxy-4-methoxy-pyridine-2-carbonyl)amino]-propanoate